5-(2,2,2-trifluoroethyl)isoindolin FC(CC=1C=C2CNCC2=CC1)(F)F